i-Butan CC(C)C